CC1=C(C2=CC=CC=C2C=C1C)C=1C(N(N=C(C1O)OC)C)=O 4-(2,3-dimethyl-1-naphthyl)-5-hydroxy-6-methoxy-2-methyl-3(2H)-pyridazinone